(S)-2-acetyl-2-hydroxybutyric acid C(C)(=O)[C@](C(=O)O)(CC)O